[Zn].C(\C=C\C1=CC=C(C=C1)O)(=O)O p-coumaric acid zinc